3-[(3-Chloro-phenyl)-hydroxy-(4-trifluoromethoxy-phenyl)-methyl]-3-fluoro-azetidine-1-carboxylic acid tert-butyl ester C(C)(C)(C)OC(=O)N1CC(C1)(F)C(C1=CC=C(C=C1)OC(F)(F)F)(O)C1=CC(=CC=C1)Cl